diethyl hydroxymethanephosphonate OCP(OCC)(=O)OCC